(R)-(+)-7,7'-bis[bis(3,5-dimethylphenyl)phosphino]-1,1'-spirobiindane CC=1C=C(C=C(C1)C)P(C=1C=CC=C2CCC3(C12)CCC1=CC=CC(=C13)P(C1=CC(=CC(=C1)C)C)C1=CC(=CC(=C1)C)C)C1=CC(=CC(=C1)C)C